C(C)(=O)NC=1C=CC(=C(C1)S(=O)(=O)O)N 5-acetamido-2-amino-benzenesulfonic acid